3-[9-(4,6-diphenyl-1,3,5-triazin-2-yl)-2-dibenzofuranyl]-9-phenyl-9H-carbazole C1(=CC=CC=C1)C1=NC(=NC(=N1)C1=CC=CC=C1)C1=CC=CC2=C1C1=C(O2)C=CC(=C1)C=1C=CC=2N(C3=CC=CC=C3C2C1)C1=CC=CC=C1